NCCNCCC[Si](OC)(OC)C N-(2-aminoethyl)aminopropyl-methyldimethoxysilane